6-(1H-imidazol-1-yl)-N-((1r,4r)-4-methoxycyclohexyl)-4-methylpyridinecarboxamide N1(C=NC=C1)C1=CC(=CC(=N1)C(=O)NC1CCC(CC1)OC)C